C(C1=CC=CC=C1)OC(=O)NCC(=O)N(C)C(C(=O)OC)CCC(=O)OC 1,5-dimethyl 2-(2-{[(benzyloxy)carbonyl]amino}-N-methylacetamido)pentanedioate